2-chloro-N-((1s,4s)-4-fluorocyclohexyl)-5-(5-((1-methylpiperidin-4-yl)oxy)pyrazin-2-yl)pyridin-4-amine ClC1=NC=C(C(=C1)NC1CCC(CC1)F)C1=NC=C(N=C1)OC1CCN(CC1)C